N-((1R,2S)-2-(3,4-difluorophenyl)cyclopropyl)-2-(isopentylthio)-7H-pyrrolo[2,3-d]pyrimidin-4-amine FC=1C=C(C=CC1F)[C@H]1[C@@H](C1)NC=1C2=C(N=C(N1)SCCC(C)C)NC=C2